(4aR,8aS)-6-[6-[[3-(trifluoromethyl)-1H-pyrazolo[3,4-b]pyridin-6-yl]methyl]-2-azaspiro[3.3]heptane-2-carbonyl]-4,4a,5,7,8,8a-hexahydropyrido[4,3-b][1,4]oxazin-3-one FC(C1=NNC2=NC(=CC=C21)CC2CC1(CN(C1)C(=O)N1C[C@@H]3[C@@H](OCC(N3)=O)CC1)C2)(F)F